COC=1C(=C(C=NC1C)C(=O)N)C1=CC=NC=C1 5-methoxy-6-methyl-(4,4-bipyridine)-3-carboxamide